C(C1=CC=CC=C1)C=1N(C=2C(=C3CC[C@@H](NC3=CC2)C)N1)[C@@H]1CN(CCC1)C1=NN=NN1 (7S)-2-Benzyl-7-methyl-3-[(3S)-1-(1H-1,2,3,4-tetrazol-5-yl)piperidin-3-yl]-3H,6H,7H,8H,9H-imidazo[4,5-f]chinolin